C(C1=CC=CC=C1)=C1C(NC(S1)=O)=O 5-benzylidenethiazolidine-2,4-dione